cyanoethyl dithiopropionate C(CC)(=S)SCCC#N